4-isobutyl-2-(4-((1-methyl-1H-imidazol-5-yl)methyl)piperazin-1-yl)benzonitrile C(C(C)C)C1=CC(=C(C#N)C=C1)N1CCN(CC1)CC1=CN=CN1C